[I-].FC1=CC=C(C=C1)[NH3+] 4-fluoro-phenylammonium iodide